IC1=C(OCSCC2=CNC(O2)=O)C=CC=C1 5-[(2-iodophenoxymethylthio)methyl]oxazol-2(3H)-one